tricarboxyl-pyridyl-S-triazine C(=O)(O)C=1C(=C(C(=NC1)C1=NC=NC=N1)C(=O)O)C(=O)O